[Si](C)(C)(C(C)(C)C)O[C@H]1C[C@@](C[C@H]1NS(=O)(=O)C)(C(=O)[O-])CC1=CC(=CC=C1)C1=NC=C(C=N1)F.C=1(C(=CC=CC1)S(=O)(=O)O)OC.[Na+] sodium anisolesulfonate (1R,3S,4R)-3-((tert-butyldimethylsilyl)oxy)-1-(3-(5-fluoropyrimidin-2-yl)benzyl)-4-(methylsulfonamido)cyclopentane-1-carboxylate